1,4-dimethyl-5-phenyl-pyrazole CN1N=CC(=C1C1=CC=CC=C1)C